monophenylether C1(=CC=CC=C1)OC1=CC=CC=C1